C(C)(C)(C)OC(=O)N1[C@@H](C[C@H](CC1)N=[N+]=[N-])CCO[Si](C)(C)C(C)(C)C (2S,4S)-4-azido-2-(2-((tert-butyldimethylsilyl)oxy)ethyl)-piperidine-1-carboxylic acid tert-butyl ester